platinum fluoride [Pt](F)F